ClC=1C=C2CCN(CC2=C(C1)[C@H]1NCCOC1)C1CCOCC1 (R)-3-(6-chloro-2-(tetrahydro-2H-pyran-4-yl)-1,2,3,4-tetrahydroisoquinolin-8-yl)morpholine